COC(=O)C=1C=C(C=CC1)[C@@H]1C[C@@](CC1)(C(=O)O)CCC cis-3-(3-(methoxycarbonyl)phenyl)-1-propylcyclopentane-1-carboxylic acid